C(#N)C1=CC(=C(CNC(=O)C2CCN(CC2)CC2=CC=NC=C2)C=C1)C(F)(F)F N-(4-cyano-2-(trifluoromethyl)benzyl)-1-(pyridin-4-ylmethyl)piperidine-4-carboxamide